rac-(3aR,5R,7S,7aR)-5-(3,4-difluorophenyl)-1,3,3,5,7-pentamethylocta-hydrobenzo[c]isoxazole FC=1C=C(C=CC1F)[C@]1(C[C@@H]2[C@H](N(OC2(C)C)C)[C@H](C1)C)C |r|